FC(C=1C=CC=NC1)F 5-difluoromethylpyridine